1-(6-(3-methoxypropyl)-3-(2-methyl-2H-pyrazolo[3,4-b]pyridin-5-yl)pyrazin-2-yl)piperidine-4-carboxylic acid COCCCC1=CN=C(C(=N1)N1CCC(CC1)C(=O)O)C1=CC=2C(N=C1)=NN(C2)C